(2S,3S,4S,5R)-2-((allyloxy)carbonyl)-6-bromotetrahydro-2H-pyran-3,4,5-triyl triacetate C(C)(=O)O[C@@H]1[C@H](OC([C@@H]([C@H]1OC(C)=O)OC(C)=O)Br)C(=O)OCC=C